{5-[1-benzofuran-3-yl-(hydroxy)methyl]-2-fluoro-4-methoxyphenyl}carbamic acid tert-butyl ester C(C)(C)(C)OC(NC1=C(C=C(C(=C1)C(C1=COC2=C1C=CC=C2)O)OC)F)=O